N-[3-[7-[4-fluoro-2-(2-methoxyethoxy)phenyl]-4-(1,2,3,4-tetrahydroisoquinolin-6-yl)thieno[3,2-c]pyridin-6-yl]phenyl]prop-2-enamide FC1=CC(=C(C=C1)C=1C2=C(C(=NC1C=1C=C(C=CC1)NC(C=C)=O)C=1C=C3CCNCC3=CC1)C=CS2)OCCOC